(E)-N-(5-((4-(1H-indol-3-yl)pyrimidin-2-yl)amino)-2-chloro-4-methoxyphenyl)-4-(dimethylamino)but-2-enamide rac-Benzyl-(3S,4S)-3-(2-chloroacetamido)-4-hydroxypiperidine-1-carboxylate C(C1=CC=CC=C1)OC(=O)N1C[C@@H]([C@H](CC1)O)NC(CCl)=O.N1C=C(C2=CC=CC=C12)C1=NC(=NC=C1)NC=1C(=CC(=C(C1)NC(\C=C\CN(C)C)=O)Cl)OC |r|